N[14C@@H](CCCNC(N)=N)C(=O)O [14C]L-arginine